tert-butyl 3-[5-(7-fluoro-2-methylindazol-5-yl) thieno[2,3-c]pyrazol-2-yl]azetidine-1-carboxylate FC1=CC(=CC2=CN(N=C12)C)C1=CC=2C(=NN(C2)C2CN(C2)C(=O)OC(C)(C)C)S1